(1s,4s)-4-(3-chloroanilino)-2'-(4-phenoxyphenyl)spiro[cyclohexane-1,1'-indene]-4-carboxylic acid ClC=1C=C(NC2(CCC3(C(=CC4=CC=CC=C34)C3=CC=C(C=C3)OC3=CC=CC=C3)CC2)C(=O)O)C=CC1